C1(CCCC1)NC(C1=C(C=C(C(=O)NC2CCCCC2)C=C1)C)=O N-cyclopentyl-N'-cyclohexyl-2-methyl-terephthalamide